C(C1=CC=CC=C1)OC1=NN=C(C2=CC(=CC=C12)Br)Cl 1-Benzyloxy-6-bromo-4-chlorophthalazine